2-(N-methylmethylsulfonamido)-N-(4-((4-(3-(trifluoromethyl)phenyl)piperazin-1-yl)sulfonyl)phenyl)benzamide CN(S(=O)(=O)C)C1=C(C(=O)NC2=CC=C(C=C2)S(=O)(=O)N2CCN(CC2)C2=CC(=CC=C2)C(F)(F)F)C=CC=C1